N-ethyl-5-piperazin-1-yl-pyridine-2-carboxamide C(C)NC(=O)C1=NC=C(C=C1)N1CCNCC1